C(CCCCCCCCCCCCCCCCCCCCCCCCCCC)(=O)O.C(CC(C)O)O 1,3-butanediol monomontanate